1H-tetrazole-1-acetic acid N1(N=NN=C1)CC(=O)O